C(=O)(OC(C)(C)C)C(CN)N boc-1,2-diaminoethane